C(C=C)(=O)OCC(C(C(=O)N1[C@@H](CCCC1)C(=O)O[C@H](CCC1=CC(=C(C=C1)OC)OC)C1=CC(=C(C=C1)OC(=O)OC(C)(C)C)OCC(=O)OC(C)(C)C)=O)(C)C (R)-1-(3-(2-(tert-butoxy)-2-oxoethoxy)-4-((tert-butoxycarbonyl)oxy)phenyl)-3-(3,4-dimethoxyphenyl)propyl (S)-1-(4-(acryloyloxy)-3,3-dimethyl-2-oxobutanoyl)piperidine-2-carboxylate